(2-Chlorophenyl)-(2,2-difluorocyclopropyl)methanone ClC1=C(C=CC=C1)C(=O)C1C(C1)(F)F